FCCN1CCC(CC1)C(=O)NC=1N=CC2=CC=C(C=C2C1)C1=CN=NN1C 1-(2-fluoroethyl)-N-(6-(1-methyl-1H-1,2,3-triazol-5-yl)isoquinolin-3-yl)piperidine-4-carboxamide